C1(C=CC(N1CCCCCC(=O)N[C@@H](C(C)C)C(=O)O)=O)=O 6-Maleimidocaproyl-Valin